2-(5-fluoro-2,4-dioxo-3,4-dihydropyrimidine-1(2H)-yl)-N-(4-methoxyphenyl)acetamide FC=1C(NC(N(C1)CC(=O)NC1=CC=C(C=C1)OC)=O)=O